2,5-diazaspiro[3.4]octan-6-one trifluoroacetic acid salt FC(C(=O)O)(F)F.C1NCC12NC(CC2)=O